1-(3-((6-aminopyridin-3-yl)oxy)phenyl)-3-(2-fluorophenyl)urea NC1=CC=C(C=N1)OC=1C=C(C=CC1)NC(=O)NC1=C(C=CC=C1)F